C(C)(C)(C)OC(C(=C)CC1=NC(=NO1)CCCCCCC#C)=O.C(C(=C)C)(=O)OCCOCCOC1=CC=C(C=C1)C(C)(C)C1=CC=C(C=C1)OCCOC(C(=C)C)=O 2-[4-(2-methacryloyloxyethoxyethoxy)phenyl]-2-[4-(2-methacryloyloxyethoxy)phenyl]propane tert-butyl-2-((3-(oct-7-yn-1-yl)-1,2,4-oxadiazol-5-yl)methyl)acrylate